C(C1=CC=CC=C1)O[C@]1(C2=NN=C(C3=C(C=C(C(C(CCC=CCC1)=NO)=N3)C(F)(F)F)NC(OC(C)(C)C)=O)O2)C(F)(F)F tert-Butyl N-[(6R)-6-benzyloxy-13-hydroxyimino-6,15-bis(trifluoromethyl)-19-oxa-3,4,18-triazatricyclo[12.3.1.12,5]nonadeca-1(17),2,4,9,14(18),15-hexaen-17-yl]carbamate